ClC=1C(=C(C=CC1)CNC(CN[C@@H](CO)C(C)C)=O)F (R)-N-(3-chloro-2-fluorophenylmethyl)-2-(1-hydroxy-3-methylbut-2-ylamino)acetamide